methyl 4-hydroxy-1-(2-fluorophenyl)-6-oxo-1,6-dihydropyridazine-3-carboxylate OC=1C(=NN(C(C1)=O)C1=C(C=CC=C1)F)C(=O)OC